C(C1=CC=CC=C1)(=O)C1=CC=C(C(C(C2=CC=C(C=C2)C(C2=CC=CC=C2)=O)=O)=O)C=C1 dibenzoyl-(benzil)